C12(CC3CC(CC(C1)C3)C2)C=2C=C(C(=O)NCC3=CC(=C(C=C3)O)O)C=CC2OC 3-adamant-1-yl-N-(3,4-dihydroxybenzyl)-4-methoxy-benzoic acid amide